N2-(2-(1-(Cyclopropylsulfonyl)-1H-pyrazol-4-yl)pyrimidin-4-yl)-N4-((1s,4s)-4-(((2,2-difluoroethyl)(methyl)amino)methyl)cyclohexyl)-5-(1-methyl-1H-pyrazol-3-yl)pyridine-2,4-diamine C1(CC1)S(=O)(=O)N1N=CC(=C1)C1=NC=CC(=N1)NC1=NC=C(C(=C1)NC1CCC(CC1)CN(C)CC(F)F)C1=NN(C=C1)C